C(C=C)(=O)OCCC[SiH2]OC(OCC)OCC γ-acryloxypropyl-diethoxymethoxysilane